N-[(4,6-dimethyl-2-oxo-1,2-dihydropyridin-3-yl)methyl]-5-[ethyl-(tetrahydro-2H-pyran-4-yl)amino]-4-methyl-4'-(morpholin-4-ylmethyl)biphenyl-3-carboxamide CC1=C(C(NC(=C1)C)=O)CNC(=O)C=1C=C(C=C(C1C)N(C1CCOCC1)CC)C1=CC=C(C=C1)CN1CCOCC1